benzyl ((5-((4-aminopiperidin-1-yl)methyl)pyridin-3-yl)methyl)carbamate NC1CCN(CC1)CC=1C=C(C=NC1)CNC(OCC1=CC=CC=C1)=O